7,8-dimethoxyflavone COC1=CC=C2C(C=C(OC2=C1OC)C1=CC=CC=C1)=O